ClC1=CC=C(C=C1)N(C(=O)C=1C=CC=2N(C1)C(=CN2)C=2C=CC(=NC2)NC(OC)=O)C methyl N-[5-[6-[(4-chlorophenyl)-methyl-carbamoyl]imidazo[1,2-a]pyridin-3-yl]-2-pyridyl]carbamate